2,4,8,10-tetra-tert-butyl-6-hydroxy-12H-dibenzo(d,g)(1,3,2)dioxaphosphocin C(C)(C)(C)C1=CC2=C(OP(OC3=C(C2)C=C(C=C3C(C)(C)C)C(C)(C)C)O)C(=C1)C(C)(C)C